[C@H]([C@@H](C(=O)O)O)(C(=O)O)O (2S,3S)-tartaric acid